C(C)(C)(C)C1=C(N(C2=C(C=C(C=C12)CCCOS(=O)(=O)C)[N+](=O)[O-])C(=O)O)C1=CC=CC=C1.CS(=O)(=O)OCCCC=1C=C2C=C(N(C2=C(C1)[N+](=O)[O-])C(=O)OC(C)(C)C)C1=CC=CC=C1 tert-Butyl 5-(3-((methylsulfonyl)oxy)propyl)-7-nitro-2-phenyl-1H-indole-1-carboxylate {tert-butyl 5-(3-((methylsulfonyl)oxy)propyl)-7-nitro-2-phenyl-1H-indole-1-carboxylate}